[Sn+](I)(I)I.C(=[NH2+])N.[Cs+] cesium formamidinium tin triiodide